(S)-4-(1-aminoethyl)-4-hydroxypiperidine-1-carboxylic acid tert-butyl ester C(C)(C)(C)OC(=O)N1CCC(CC1)(O)[C@H](C)N